tertiary octylacrylamide C(C)(C)(CC(C)(C)C)C(C(=O)N)=C